CC1=C(C=C(C=C1)CC(=O)O)CCN[C@@H]([C@H]1CNC2=C(N=NC=C2)N1)C1=CC=CC=C1 2-(4-methyl-3-(2-(((R)-phenyl((R)-5,6,7,8-tetrahydropyrazino[2,3-c]pyridazin-7-yl)methyl)amino)ethyl)phenyl)acetic acid